5-(triethylammoniomethyl)benzene C(C)[N+](CC)(CC)CC=1C=CC=CC1